F[B-]1([N+]=2C(=CC=3N1C=CC3)C(=CC2\C=C\C2=CC=C(C=C2)\C=C\C2=CC=C(C=C2)N2CCOCC2)C)F 5,5-difluoro-1-methyl-3-((E)-4-((E)-4-morpholinostyryl)styryl)-5H-dipyrrolo[1,2-c:2',1'-f][1,3,2]diazaborinin-4-ium-5-uide